1-(2,5-dichloropyridin-3-yl)ethan-1-one Methyl-3-chlorosulfonylbenzoate COC(C1=CC(=CC=C1)S(=O)(=O)Cl)=O.ClC1=NC=C(C=C1C(C)=O)Cl